3-[N-(cyanomethyl)benzamido]-2-fluorobenzoic acid C(#N)CN(C(C1=CC=CC=C1)=O)C=1C(=C(C(=O)O)C=CC1)F